5-bromo-3-fluoro-4-phenoxy-pyridin-2-amine BrC=1C(=C(C(=NC1)N)F)OC1=CC=CC=C1